8-bromo-3-chloro-5-iodoisoquinoline BrC=1C=CC(=C2C=C(N=CC12)Cl)I